N-((4R,5S,7R,8R,9S,10R)-8,10-dihydroxy-7-(hydroxymethyl)-9-(4-(3,4,5-trifluorophenyl)-1H-1,2,3-triazol-1-yl)-1,6-dioxaspiro[4.5]dec-4-yl)isoquinoline-8-carboxamide O[C@H]1[C@H](O[C@@]2([C@@H](CCO2)NC(=O)C=2C=CC=C3C=CN=CC23)[C@@H]([C@H]1N1N=NC(=C1)C1=CC(=C(C(=C1)F)F)F)O)CO